C(CCCCC#C)(=O)OC(C)(C)C tert-Butyl hept-6-ynoate